ClC1=C(C=CC=C1)C(C1=CC=CC=C1)O (2-chlorophenyl)-benzyl alcohol